2-chloro-benzonitrile ClC1=C(C#N)C=CC=C1